13,15-di(2-hydroxydodecyl)-16,22-dioxa-13,19,25-triazatriacontan-11,27-diol OC(CN(CC(CCCCCCCCCC)O)CC(OCCNCCOCCNCC(CCC)O)CC(CCCCCCCCCC)O)CCCCCCCCCC